C(#N)C=1C=CC=C(C1)C1=C2NC(=C1)C=C1C=CC(=N1)C(=C1C=CC(N1)=C(C=1C=CC(N1)=C2C#N)C#N)C#N 5,10,15,20-tetracyanophenylporphyrin